(1,3-dioxoisoindolin-2-yl) (1S,2S)-2-isopropylcyclopropanecarboxylate C(C)(C)[C@H]1[C@H](C1)C(=O)ON1C(C2=CC=CC=C2C1=O)=O